ClC1=NC=C(C(=O)N)C(=C1)NCC(C)O 6-chloro-4-((2-hydroxypropyl)amino)nicotinamide